C(C)(C)(C)OC(NCCCC(C1=NC2=C(N1C)C=CC=C2OCC)N)=O tert-butyl-(4-amino-4-(4-ethoxy-1-methyl-benzo[d]imidazol-2-yl)butyl)carbamate